6-benzyl-1,4,8,11-tetraazacyclotetradecane-5,7-dione C(C1=CC=CC=C1)C1C(NCCNCCCNCCNC1=O)=O